BrC=1C(=C(C(=O)N(NC(=O)OC)CC)C=C(C1)Br)NC(=O)C1=CC(=NN1C1=NC=CC=C1Cl)Br methyl 2-[3,5-di-bromo-2-({[3-bromo-1-(3-chloropyridin-2-yl)-1H-pyrazol-5-yl] carbonyl} amino) benzoyl]-2-ethylhydrazinecarboxylate